ethyl [(3S)-1-(6'-methoxy-2'-oxo-1',2'-dihydrospiro[cyclohexane-1,3'-indol]-4-yl)pyrrolidin-3-yl]carbamate COC1=CC=C2C3(C(NC2=C1)=O)CCC(CC3)N3C[C@H](CC3)NC(OCC)=O